C(C1=CC=CC=C1)OC1=CC=C(OCC2OC2)C=C1 2-((4-(Benzyloxy)phenoxy)methyl)oxirane